4-phenyl-2-((1-propylpiperidin-4-yl)methyl)pyridazin-3(2H)-one hydrochloride Cl.C1(=CC=CC=C1)C=1C(N(N=CC1)CC1CCN(CC1)CCC)=O